2-(1-(tetrahydro-2H-pyran-2-yl)-1H-pyrazol-5-yl)acetonitrile O1C(CCCC1)N1N=CC=C1CC#N